3-azabicyclo[3.1.0]Hex-1-ylcarbinol C12(CNCC2C1)CO